(Z)-2-(5-bromo-1H-indol-3-yl)-3-(4-chloropyridin-3-yl)-acrylonitrile BrC=1C=C2C(=CNC2=CC1)/C(/C#N)=C/C=1C=NC=CC1Cl